Cl.Cl.BrC=1C(=C2C(=NC1)N(C=N2)C/C=C/[C@H]2NCCC[C@@H]2O)Cl (2R,3S)-2-((E)-3-(6-bromo-7-chloro-3H-imidazo[4,5-b]pyridin-3-yl)prop-1-en-1-yl)piperidin-3-ol dihydrochloride